Isobutyl 2,5-dichloro-4-(bis(diphenylmethyl)phosphino)-3-thiophenesulfonate ClC=1SC(=C(C1S(=O)(=O)OCC(C)C)P(C(C1=CC=CC=C1)C1=CC=CC=C1)C(C1=CC=CC=C1)C1=CC=CC=C1)Cl